ethyl butyl phosphate P(=O)(OCC)(OCCCC)[O-]